C1(=CC=CC2=CC=CC=C12)OCCCC(=O)NCC(=O)OC(C)(C)C tert-butyl (4-(naphthalen-1-yloxy)butanoyl)glycinate